4-(2-((1,3-dimethyl-1H-pyrazol-5-yl)sulfonyl)propan-2-yl)-N-(pyridazin-4-yl)piperidine-1-carboxamide CN1N=C(C=C1S(=O)(=O)C(C)(C)C1CCN(CC1)C(=O)NC1=CN=NC=C1)C